N-[[6-[Ethyl(2-methoxyethyl)amino]-2-pyridyl]sulfonyl]-2-(2,2,4-trimethylpyrrolidin-1-yl)pyridin-3-carboxamid C(C)N(C1=CC=CC(=N1)S(=O)(=O)NC(=O)C=1C(=NC=CC1)N1C(CC(C1)C)(C)C)CCOC